NC=1C2=C(N=CN1)N(C=C2C=2C=CC(=NC2)NC(=O)NC2=CC(=NO2)C2(CC2)C(F)(F)F)C2CC2 1-(5-(4-amino-7-cyclopropyl-7H-pyrrolo[2,3-d]pyrimidin-5-yl)pyridin-2-yl)-3-(3-(1-(trifluoromethyl)cyclopropyl)isoxazol-5-yl)urea